dysprosium-zinc [Zn].[Dy]